(2R)-1-{2-[(4-chlorophenyl)(phenyl)methoxy]ethyl}-2-(methoxymethyl)pyrrolidine ClC1=CC=C(C=C1)C(OCCN1[C@H](CCC1)COC)C1=CC=CC=C1